O[B-]1(O[C@]2([C@@](O1)(OC[C@@H]2O)C)O)O (3aS,6S,6aR)-2,2,6,6a-Tetrahydroxy-3a-methyltetrahydro-2H-furo[2,3-d][1,3,2]dioxaborol-2-uide